4-(hydroxymethyl)-1H-pyrazol-3-yl-2-((((CIS)-4-phenylcyclohexyl)oxy)-methyl)piperidine-1-carboxylate OCC=1C(=NNC1)OC(=O)N1C(CCCC1)CO[C@@H]1CC[C@@H](CC1)C1=CC=CC=C1